CN1CCN(CC1)CC(=O)NCC1=CC=C(C=C1)NC=1C=NC=NC1 2-(4-Methylpiperazin-1-yl)-N-(4-(pyrimidin-5-ylamino)benzyl)acetamide